CC1=C(C(=C(C1([Hf]C1(C=CC2=CC=3CC(CC3C=C12)(CC)CC)CC1=CC=CC=C1)C)C)C)C pentamethylcyclopentadienyl(1-benzyl-6,6-diethyl-1,5,6,7-tetrahydro-s-indacenyl)hafnium